methyl 3-(6-bromo-8-methoxy-3,4-dihydroisoquinolin-2(1H)-yl)propanoate BrC=1C=C2CCN(CC2=C(C1)OC)CCC(=O)OC